tert-butyl (R)-3-(4-(3H-[1,2,3]triazolo[4,5-b]pyridin-3-yl)-N-(7-(3-amino-3-oxopropyl)isoquinolin-1-yl)-2-fluorobenzamido)piperidine-1-carboxylate N1=NN(C2=NC=CC=C21)C2=CC(=C(C(=O)N(C1=NC=CC3=CC=C(C=C13)CCC(=O)N)[C@H]1CN(CCC1)C(=O)OC(C)(C)C)C=C2)F